[N+](=O)([O-])C=1C(=NC=CC1)CC(C(=O)OC)=O methyl 3-(3-nitropyridin-2-yl)-2-oxopropanoate